CC1=NN(C=C1\C=C/1\C(NC(S1)=O)=O)C1=CC=CC=C1 (5Z)-5-[(3-methyl-1-phenyl-pyrazol-4-yl)methylene]thiazolidine-2,4-dione